BrC1=NC(=CC(=C1)C1CN(CCN1CCOC)C(=O)OCCCC)Cl butyl 3-(2-bromo-6-chloropyridin-4-yl)-4-(2-methoxyethyl)piperazine-1-carboxylate